5-(4-fluoro-2-methylphenyl)-6-(hydroxymethyl)-1-methyl-4-oxo-1,4-dihydropyridine-3-carboxylic acid FC1=CC(=C(C=C1)C=1C(C(=CN(C1CO)C)C(=O)O)=O)C